2-(3-chloropropyl)-2,5-dihydro-1H-pyrrole-1,2-dicarboxylic acid 1-(tert-butyl) 2-methyl ester COC(=O)C1(N(CC=C1)C(=O)OC(C)(C)C)CCCCl